N-{[(3S,4R) or (3R,4R)-4-methyl-2-(1-methyl-4-phenyl-1H-pyrazole-3-carbonyl)-2-azabicyclo[3.1.1]heptan-3-yl]methyl}-5-(trifluoromethyl)pyridin-2-amine C[C@H]1[C@H](N(C2CC1C2)C(=O)C2=NN(C=C2C2=CC=CC=C2)C)CNC2=NC=C(C=C2)C(F)(F)F |o1:2|